CN1N=C(C=C1)C=1C=C(C=CC1)C1=NC(=C2N=CN(C2=N1)CC=1C=NC=CC1)N1CCOCC1 4-(2-(3-(1-methyl-1H-pyrazol-3-yl)phenyl)-9-(pyridin-3-ylmethyl)-9H-purin-6-yl)morpholine